N-(2-Chloro-6-(4-chlorophenoxy)pyridin-4-yl)-5-(2-(methylsulfonyl)propan-2-yl)benzo[b]thiophen-2-carboxamid ClC1=NC(=CC(=C1)NC(=O)C1=CC2=C(S1)C=CC(=C2)C(C)(C)S(=O)(=O)C)OC2=CC=C(C=C2)Cl